4-fluoro-N-[(1S,9S)-4-methoxy-17-methyl-17-azatetracyclo[7.5.3.01,10.02,7]heptadeca-2(7),3,5-trien-5-yl]pyrrolidine-2-carboxamide FC1CC(NC1)C(=O)NC=1C(=CC=2[C@@]34C([C@H](CC2C1)N(CC4)C)CCCC3)OC